[N+](=O)([O-])C1(CCCC1)C=CC(=O)N 3-(1-nitrocyclopentyl)propenamide